F[C@@H]1CN(CC[C@@H]1OC)C(=O)OC(C)(C)C cis-tert-butyl 3-fluoro-4-methoxypiperidin-1-carboxylate